methyl 4-(5-bromopyridine-3-sulfonylamino)-3-methoxybenzoate BrC=1C=C(C=NC1)S(=O)(=O)NC1=C(C=C(C(=O)OC)C=C1)OC